N-(2,2-difluoroethyl)-N-((1S,3R)-3-((6-(1-methyl-1H-pyrazol-4-yl)pyrazolo[1,5-a]pyrazin-4-yl)oxy)cyclopentyl)acrylamide FC(CN(C(C=C)=O)[C@@H]1C[C@@H](CC1)OC=1C=2N(C=C(N1)C=1C=NN(C1)C)N=CC2)F